O1C=C(C=C1)C=1N=C(C2=C(N1)SC(=C2)C)NCCCC2=CC=C(C=C2)C2=NC=C(C=C2)C(F)(F)F 2-(furan-3-yl)-6-methyl-N-(3-(4-[5-(trifluoromethyl)pyridin-2-yl]phenyl)propyl)thieno[2,3-d]pyrimidin-4-amine